FC(CC)(F)C=1C=C(C=CC1)NC(=O)C=1[N+](=C(NC1C)C=1C=C(C(=CC1)OC)C1=C(C=C(C=C1C)CCC1=CC=CC=C1)C)[O-] 4-((3-(1,1-difluoropropyl)phenyl)carbamoyl)-2-(6-methoxy-2',6'-dimethyl-4'-phenethyl-[1,1'-biphenyl]-3-yl)-5-methyl-1H-imidazole 3-oxide